8-mercapto-3-p-menthanone SC(C1C(CC(CC1)C)=O)(C)C